3-oxohexanoic acid Ethyl ester (Ethyl 3-oxanate) C(C)C1OCCCC1C(=O)O.C(C)OC(CC(CCC)=O)=O